C[Si](C)(C)C#CC=1C=NC(=NC1)N[C@H]1CN(CC1)C1=NN=CC2=CC(=CC=C12)NC(C=C)=O (R)-N-(1-(3-((5-((trimethylsilyl)ethynyl)pyrimidin-2-yl)amino)pyrrolidin-1-yl)phthalazin-6-yl)acrylamide